CC12CC(C1)(C2)C2=NOC(=C2)N 3-[3-methylbicyclo[1.1.1]pentan-1-yl]-1,2-oxazol-5-amine